COC1=CC(=CC=2N(C=NC21)CC2OCC2)C(=O)O 4-methoxy-1-((oxetan-2-yl)methyl)-1H-benzo[d]imidazole-6-carboxylic acid